1-amino-3-methylbutyl-pinacol borate hydrochloride Cl.B(O)(O)O.NC(CC(C)C)CC(O)(C)C(C)(C)O